The molecule is a pyrimidone that is pyrimidin-4(1H)-one substituted by a methyl group at position 6 and an isopropyl group at position 2. It is a metabolite of diazinon. It has a role as a marine xenobiotic metabolite. It is a tautomer of a 2-isopropyl-6-methylpyrimidin-4-ol. CC1=CC(=O)NC(=N1)C(C)C